C(C)(C)N1N=C2C(=NN(C(C2=C1)=O)C1(CC1)C(=O)NC1=NC=CC=N1)C(C)C 1-(2,7-Diisopropyl-4-oxo-2,4-dihydro-5H-pyrazolo[3,4-d]pyridazin-5-yl)-N-(pyrimidin-2-yl)cyclopropane-1-carboxamide